C(C)B1OB(OB(O1)CC)CC triethyl-1,3,5,2,4,6-trioxatriborinane